ethyl 9-methoxyimidazo[1,2-a]quinoline-4-carboxylate COC=1C=CC=C2C=C(C=3N(C12)C=CN3)C(=O)OCC